5-((6,7-Difluoroisoquinolin-8-yl)methoxy)-2-fluoro-4-methoxyaniline FC=1C=C2C=CN=CC2=C(C1F)COC=1C(=CC(=C(N)C1)F)OC